ClC1=C(CN2N=C3C4=C(CCC3=C2)OC(=C4C)C(=O)NCC4=CC=C(C=C4)CC)C=CC=C1 2-(2-chlorobenzyl)-N-(4-ethylbenzyl)-8-methyl-4,5-dihydro-2H-furo[2,3-g]indazole-7-carboxamide